IC1=CC=C(C=C1)N1C(C=2C(=NC(=CC2C1=O)C1=CC=CC=C1)C)=O 2-(4-iodophenyl)-4-methyl-6-phenyl-1H-pyrrolo[3,4-c]pyridine-1,3(2H)-dione